[Mg+2].[Mg+2].[Mg+2].P(=O)([O-])([O-])[O-].[Mg+2] magnesium phosphate trimagnesium